C(C)N(CCCOC(=O)OC(CCOC(CCCCC(OCCCCCCCC)OCCCCCCCC)=O)CCCCCCCC)CC 3-(((3-(diethylamino)propoxy)carbonyl)oxy)undecyl-6,6-bis(octyloxy)hexanoate